FC1=C(C=CC(=C1)OC1=CC(=NC=C1)N1C[C@H](OCC1)C)NC1=C2C(=NC=N1)NN=C2C2CCN(CC2)C(C=C)=O (R)-1-(4-(4-((2-fluoro-4-((2-(2-methylmorpholino)pyridin-4-yl)oxy)phenyl)amino)-1H-pyrazolo[3,4-d]pyrimidin-3-yl)piperidin-1-yl)prop-2-en-1-one